(S)-2-(1-isopropyl-4-oxo-1,4-dihydro-5H-pyrazolo[3,4-d]pyridazin-5-yl)-N-(1-(4-(trifluoromethoxy)phenyl)ethyl)acetamide C(C)(C)N1N=CC2=C1C=NN(C2=O)CC(=O)N[C@@H](C)C2=CC=C(C=C2)OC(F)(F)F